(S)-tert-butyl (3-(2-(1-hydroxyethyl)phenyl)prop-2-yn-1-yl)carbamate O[C@@H](C)C1=C(C=CC=C1)C#CCNC(OC(C)(C)C)=O